butyl ((S)-4-diazo-3-oxo 1-((S)-2-oxopyrrolidin-3-yl)butan-2-yl)carbamate [N+](=[N-])=CC([C@H](C[C@H]1C(NCC1)=O)NC(OCCCC)=O)=O